NCCCC(=O)NC1=CC(=C(C(=O)OC(C)(F)F)C=C1)C#CCN 1,1-difluoroethyl 4-(4-aminobutanamido)-2-(3-aminoprop-1-yn-1-yl)benzoate